F[C@H]1[C@H](C1)NC=1C2=C(N(C(N1)=O)C1=C(C=CC=C1)C)N=C(C=C2)C(F)(F)F 4-(((1S,2R)-2-fluorocyclopropyl)amino)-1-(o-tolyl)-7-(trifluoromethyl)pyrido[2,3-d]pyrimidin-2(1H)-one